1-[3,5-dichloro-2-(2-hydroxyethyl)phenyl]-3-(3-methoxyphenyl)urea ClC=1C(=C(C=C(C1)Cl)NC(=O)NC1=CC(=CC=C1)OC)CCO